CN(C(=O)C1=CC=C(OC=2C=C(C=C(C2)OC2=CC=C(C=C2)F)NC(=O)N2CCN(CC2)CC(CC)CC)C=C1)C N-(3-(4-(dimethylcarbamoyl)phenoxy)-5-(4-fluorophenoxy)phenyl)-4-(2-ethylbutyl)piperazine-1-carboxamide